OC(COC(C(=C)C)=O)COC(C(=C)C)=O 2-hydroxy-3-methacryloyloxypropylmethacrylate